(R)-4,4,4-trifluorobutan-2-yl (S)-6-diazo-2-((S)-2-methoxypropanamido)-5-oxohexanoate [N+](=[N-])=CC(CC[C@@H](C(=O)O[C@H](C)CC(F)(F)F)NC([C@H](C)OC)=O)=O